BrC=1C=C(C=C2C=CC=NC12)F 8-Bromo-6-fluoroquinoline